N-(1-(tert-butyl)-3-(3-carbonylcyclopentyl)-1H-pyrazol-5-yl)-2-(3-methylisothiazol-5-yl)acetamide C(C)(C)(C)N1N=C(C=C1NC(CC1=CC(=NS1)C)=O)C1CC(CC1)=C=O